CC1=CC=C(C=C1)S(=O)(=O)N p-toluenesulphonamide